NC(C(=O)O)CC1=CC=C(C=C1)C1=NN(C=C1)C 2-amino-3-(4-(1-methyl-1H-pyrazol-3-yl)phenyl)propanoic acid